FC1(CN(CC[C@H]1NC1=NN2C(C(=N1)OC)=C(C(=C2)F)C=2C=CC1=C(N(N=N1)CCC(F)F)C2)C([2H])([2H])[2H])F (R)-N-(3,3-difluoro-1-(methyl-d3)piperidin-4-yl)-5-(1-(3,3-difluoropropyl)-1H-benzo[d][1,2,3]triazol-6-yl)-6-fluoro-4-methoxypyrrolo[2,1-f][1,2,4]triazin-2-amine